ClC1=C(C(=CC=2N(C(=NC21)C)C)C)C2=CC=CN1C(=CC(=C21)CO)C(=O)C2=CC(=C(C(=C2)F)F)F (8-(4-chloro-1,2,6-trimethyl-1H-benzo[d]imidazol-5-yl)-1-(hydroxymethyl)indolizin-3-yl)(3,4,5-trifluorophenyl)methanone